C1(CC1)C=1C(=C(OC=2N=NC(=CC2C2=NOCC(N2)CC2=C(C=C(C=C2)C)C)C)C=CC1)F [3-(3-cyclopropyl-2-fluorophenoxy)-6-methylpyridazin-4-yl]-5-[(2,4-dimethylphenyl)methyl]-5,6-dihydro-4H-1,2,4-oxadiazine